BrC1=CC=C(C=C1)N=NC(C#N)(C#N)CC=C 2-(4-bromophenylazo)-2-allylmalononitrile